BrC1=CC=C(C2=CC=CC=C12)NS(=O)(=O)C1=CC=C(C=C1)OC N-(4-bromo-1-naphthyl)-4-methoxybenzenesulfonamide